methyl (S)-5-((3-bromo-7-((1-((tert-butyldiphenylsilyl)-oxy)hexan-3-yl)amino)-5-((methoxycarbonyl)amino)-1H-pyrazolo[4,3-d]pyrimidin-1-yl)methyl)-6-methoxynicotinate BrC1=NN(C2=C1N=C(N=C2N[C@H](CCO[Si](C2=CC=CC=C2)(C2=CC=CC=C2)C(C)(C)C)CCC)NC(=O)OC)CC=2C(=NC=C(C(=O)OC)C2)OC